ClC1=C(C=O)C(=CC=C1OCCOC)F chloro-6-fluoro-3-(2-methoxyethoxy)benzaldehyde